5-(5-amino-2-((3-fluoropyridin-2-yl)methyl)-7-(oxazol-2-yl)-[1,2,4]triazolo[1,5-c]pyrimidin-8-yl)-1-isopropylpyridin-2(1H)-one NC1=NC(=C(C=2N1N=C(N2)CC2=NC=CC=C2F)C=2C=CC(N(C2)C(C)C)=O)C=2OC=CN2